1-(1-(2-fluoroacryloyl)azetidin-3-yl)-3-(4-(trifluoromethyl)phenyl)quinoxalin-2(1H)-one magnesium sulfate S(=O)(=O)([O-])[O-].[Mg+2].FC(C(=O)N1CC(C1)N1C(C(=NC2=CC=CC=C12)C1=CC=C(C=C1)C(F)(F)F)=O)=C